2-(4-methoxyphenyl)pyrazine COC1=CC=C(C=C1)C1=NC=CN=C1